NC1=NN(C(=C1)C1=CC(=C(C#N)C=C1)F)C1=CC2=CN(N=C2C=C1)C 4-(3-Amino-1-(2-methyl-2H-indazol-5-yl)-1H-pyrazol-5-yl)-2-fluorobenzonitrile